O=C1NC(=NO1)C1=C2CC(CN(C2=CC=C1)C1=CC=C(C=C1)C(F)(F)F)NC(C=C)=O N-(5-(5-oxo-4,5-dihydro-1,2,4-oxadiazol-3-yl)-1-(4-(trifluoromethyl)phenyl)-1,2,3,4-tetrahydroquinolin-3-yl)acrylamide